tert-Butyl N-[(1S)-1-{[(1S)-1-cyclohexyl-2-[(2R)-4-[(5-fluoro-6-methoxy-1-methyl-1H-indol-2-yl)carbonyl]-2-methylpiperazin-1-yl]-2-oxoethyl]carbamoyl}ethyl]-N-methylcarbamate C1(CCCCC1)[C@@H](C(=O)N1[C@@H](CN(CC1)C(=O)C=1N(C2=CC(=C(C=C2C1)F)OC)C)C)NC(=O)[C@H](C)N(C(OC(C)(C)C)=O)C